Cl.NNC[C@H](O)[C@@H](O)[C@H](O)[C@H](O)CO Aminoglucamine hydrochloride